dimethyl (5'-methyl-4-(2-methyloctan-2-yl)-2'-(prop-1-en-2-yl)-[1,1'-biphenyl]-2,6-diyl) bis(benzylphosphonate) C(C1=CC=CC=C1)P(OC)(OC1=C(C(=CC(=C1)C(C)(CCCCCC)C)OP(OC)(=O)CC1=CC=CC=C1)C1=C(C=CC(=C1)C)C(=C)C)=O